C[C@H]1N(CCOC1)C1=CC(=NC=2N1C(=NC2C2=CC=NN2)C)C2=CC=NN2C (R)-3-methyl-4-(6-methyl-2-(1-methyl-1H-pyrazol-5-yl)-8-(1H-pyrazol-5-yl)imidazo[1,5-a]pyrimidin-4-yl)morpholin